C(CCCCC)NCCC 3-Hexylaminopropan